ClC=1C(=CC(=C(CN2CC(CC2)(C(=O)O)C)C1)C)\C=C\C1=NC=CC(=C1C#N)C1=C(C(=CC=C1)NC(C1=NC=C(C=C1)CN1C[C@@H](CC1)O)=O)C 1-(5-chloro-4-((E)-2-(3-cyano-4-(3-(5-(((R)-3-hydroxypyrrolidin-1-yl)methyl)picolinamido)-2-methylphenyl)pyridin-2-yl)vinyl)-2-methylbenzyl)-3-methylpyrrolidine-3-carboxylic acid